1-vinyl-3-propylimidazole mesylate S(C)(=O)(=O)O.C(=C)N1CN(C=C1)CCC